5-(2-hydroxy-prop-2-yl)-1-phenyl-1H-pyrazole-3-sulfonamide OC(C)(C)C1=CC(=NN1C1=CC=CC=C1)S(=O)(=O)N